[WH2].C(C)(C)C1=CC=CC1.C(C)(C)C1=CC=CC1 bis(isopropylcyclopentadiene) tungsten dihydride